1,24-dibromo-12-tetracosene BrCCCCCCCCCCCC=CCCCCCCCCCCCBr